CN(C=1C=C(C=CC1C(F)(F)F)NC(C1=C(C=CC(=C1)[N+](=O)[O-])SC1=NN=NN1C)=O)C N-[3-(dimethylamino)-4-(trifluoromethyl)phenyl]-2-[(1-methyl-1H-1,2,3,4-tetrazol-5-yl)sulfanyl]-5-nitrobenzamide